COC(=O)C1=CNC(=C1)C1=CC2=C(S1)C(=CC(=C2)C(C)C)C#N 5-(7-cyano-5-isopropylbenzo[b]thiophen-2-yl)-1H-pyrrole-3-carboxylic acid methyl ester